FC1=CC(=NC=C1)NC=1SC=C(N1)C=1SC=CN1 N-(4-Fluoropyridin-2-yl)-[2,4'-Bithiazole]-2'-amine